ClC(C)C1=CC2=C(OCCCO2)C=C1 7-(1-chloroethyl)-3,4-dihydro-2H-benzo[b][1,4]dioxepine